C(C)NS(=O)(=O)C1=CC(=CC=C1)C1=CN(C(C2=CC=CC=C12)=O)C N-ethyl-3-(2-methyl-1-oxo-isoquinolin-4-yl)benzenesulfonamide